[(Z)-oct-3-enyl] nonanedioate C(CCCCCCCC(=O)[O-])(=O)OCC\C=C/CCCC